methyl 2-(3-(N,N-bis(4-methoxybenzyl) sulfamoyl)-4-methoxy-1H-pyrazol-1-yl)-2-methylpropionate COC1=CC=C(CN(S(=O)(=O)C2=NN(C=C2OC)C(C(=O)OC)(C)C)CC2=CC=C(C=C2)OC)C=C1